C(C)(C)(C)OC(=O)NC1=C(C=C(S1)C(=O)OCC)[N+](=O)[O-] Ethyl 5-((t-butoxycarbonyl) amino)-4-nitrothiophene-2-carboxylate